5-(8-chloro-1,2,3,4-tetrahydronaphthalen-2-yl)-2-(2,6-dichlorophenyl)-4,5,6,7-tetrahydro-3H-imidazo[4,5-c]pyridine ClC=1C=CC=C2CCC(CC12)N1CC2=C(CC1)N=C(N2)C2=C(C=CC=C2Cl)Cl